N[C@@H]1[C@@H](OCC12CCN(CC2)C=2N=CC(=NC2)SC=2C(=C1C(N(C=NC1=CC2)CC(N2CCCCC2)=O)=O)Cl)C 6-((5-((3S,4S)-4-amino-3-methyl-2-oxa-8-azaspiro[4.5]decan-8-yl)pyrazin-2-yl)thio)-5-chloro-3-(2-oxo-(2-piperidin-1-yl)ethyl)quinazolin-4(3H)-one